2-{(S)-1-[4-(4,4-difluoro-piperidin-1-ylmethyl)-phenyl]-ethylamino}-8-(3-hydroxy-2,2-dimethyl-propyl)-8H-pyrido[2,3-d]Pyrimidin-7-one FC1(CCN(CC1)CC1=CC=C(C=C1)[C@H](C)NC=1N=CC2=C(N1)N(C(C=C2)=O)CC(CO)(C)C)F